I.C(C)NC(C[NH3+])C[NH3+] 2-ethylamino-1,3-propylene diammonium hydroiodide